N-[2-cyano-4-fluoro-3-[3-[3-(methylamino)propyl]-4-oxo-quinazolin-6-yl]oxy-phenyl]cyclopentanesulfonamide hydrochloride Cl.C(#N)C1=C(C=CC(=C1OC=1C=C2C(N(C=NC2=CC1)CCCNC)=O)F)NS(=O)(=O)C1CCCC1